4-cyanophenyl phosphate P(=O)(OC1=CC=C(C=C1)C#N)([O-])[O-]